CC1(CC2=C(SC(=C2)C(=O)OCC)C1)C(=O)OCC1=CC=CC=C1 5-benzyl 2-ethyl 5-methyl-5,6-dihydro-4H-cyclopenta[b]thiophene-2,5-dicarboxylate